C1(CC1)C(=O)C=1N=C2N(N1)[C@H](C[C@H]2F)C2=C(C=CC=C2)Cl cyclopropyl-[(5R,7R)-5-(2-chlorophenyl)-7-fluoro-6,7-dihydro-5H-pyrrolo[1,2-b][1,2,4]triazol-2-yl]methanone